CS(=O)(=O)C1=C(C(=O)O)C=CC(=C1)SC(F)(F)F 2-(methylsulfonyl)-4-((trifluoromethyl)thio)benzoic acid